2-(4-{7-chloro-2-[2-(2-methoxy-ethoxy)-ethoxy]-10,11-dihydro-5H-dibenzo[b,f]azepin-5-yl}-butyl)-isoindole-1,3-dione ClC1=CC2=C(CCC3=C(N2CCCCN2C(C4=CC=CC=C4C2=O)=O)C=CC(=C3)OCCOCCOC)C=C1